OC1=C(C=C(C=C1)/C=C/C(=O)C1=C(C=CC=C1)C(F)(F)F)[N+](=O)[O-] (E)-3-(4-Hydroxy-3-nitrophenyl)-1-[2-(trifluoromethyl)phenyl]prop-2-en-1-one